ClC1=C(C=C(OCC(=O)N[C@@H]2CN[C@H](CC2)C=2N=C3N(C=CC(=C3)C(F)(F)F)C2)C=C1)F 2-(4-chloro-3-fluoro-phenoxy)-N-[(3s,6r)-6-[7-(trifluoromethyl)imidazo[1,2-a]pyridin-2-yl]-3-piperidinyl]acetamide